5-(1,1-dioxido-4-oxo-1,2,5-thiadiazolidin-2-yl)-4-fluoro-6-hydroxy-N-isopentylbenzo[b]thiophene-2-carboxamide O=S1(N(CC(N1)=O)C1=C(C2=C(SC(=C2)C(=O)NCCC(C)C)C=C1O)F)=O